N12C[C@@H](C(CC1)CC2)N (3R)-1-azabicyclo[2.2.2]octan-3-amine